C(C)NS(=O)(=O)NC(=N)C1N2C(N(C(CC1)C2)O)=O N-ethylaminosulfonyl-6-hydroxy-7-oxo-1,6-diazabicyclo[3.2.1]octan-2-carboxamidine